FC1(CCN(CC1)CCN1N=CC2=C1C(N(CCO2)C2=C(C=C(C=C2)C2=NC1=CC=C(C=C1C=N2)C(F)(F)F)C)=O)F 1-(2-(4,4-difluoropiperidin-1-yl)ethyl)-7-(2-methyl-4-(6-(trifluoromethyl)-quinazolin-2-yl)phenyl)-6,7-dihydro-1H-pyrazolo[3,4-f][1,4]oxazepin-8(5H)-one